4-hydroxy-2,6-dichlorobenzaldehyde OC1=CC(=C(C=O)C(=C1)Cl)Cl